1-(5-hydroxy-2-(5-(p-tolyl)-1H-imidazol-2-yl)piperidin-1-yl)-2-(methylsulfonyl)propan-1-one OC1CCC(N(C1)C(C(C)S(=O)(=O)C)=O)C=1NC(=CN1)C1=CC=C(C=C1)C